C(C)(C)(C)OC(=O)N1CCC(CC1)(C#N)CC1=C(C=C(C=C1)F)Br 4-[(2-bromo-4-fluoro-phenyl)methyl]-4-cyano-piperidine-1-carboxylic acid tert-butyl ester